S1C2=C(C=C1)CCC(C2)NC(OC(C)(C)C)=O Tert-butyl (4,5,6,7-tetrahydrobenzo[b]thiophen-6-yl)carbamate